(5-(2-((1-((dimethylamino)methyl)cyclopropyl)methoxy)-5,6,7,8-tetrahydropyrido[3,4-d]pyrimidin-4-yl)-5,6,7,8-tetrahydro-4H-pyrazolo[1,5-a][1,4]diazepin-2-yl)(morpholino)methanone CN(C)CC1(CC1)COC=1N=C(C2=C(N1)CNCC2)N2CC=1N(CCC2)N=C(C1)C(=O)N1CCOCC1